Cl.C(=C)=O ethenone hydrochloride